tert-butyl 2-(diethoxyphosphoryl)-3-(3-(octan-2-yl)-1,2,4-oxadiazol-5-yl)propanoate C(C)OP(=O)(OCC)C(C(=O)OC(C)(C)C)CC1=NC(=NO1)C(C)CCCCCC